4-(5-cyano-2-methoxyphenyl)-N-(5-(4-cyano-2-methylphenyl)thiazolo[5,4-b]pyridin-2-yl)-6-methylnicotinamide C(#N)C=1C=CC(=C(C1)C1=CC(=NC=C1C(=O)NC=1SC2=NC(=CC=C2N1)C1=C(C=C(C=C1)C#N)C)C)OC